C(C)OC(=O)C1=CC(=C2C(=N1)[C@@H]1CC[C@H](C2)O1)C1=NC=C(C=C1F)F (6R,9S)-4-(3,5-Difluoropyridin-2-yl)-6,7,8,9-tetrahydro-5H-6,9-epoxycyclohepta[b]Pyridine-2-carboxylic acid ethyl ester